C(CCC)C1CN(C2=C(S(C1(F)F)(=O)=O)C=C(C(=C2)SC)O)C2=CC=CC=C2 3-butyl-2,2-difluoro-8-hydroxy-7-(methylthio)-5-phenyl-2,3,4,5-tetrahydrobenzo[b][1,4]thiazepine 1,1-dioxide